NC=1N=NC(=CC1C1=CC=C(C=C1)C1CCN(CC1)C1CN(C1)C=1C=C2C(N(C(C2=CC1F)=O)C1C(NC(CC1)=O)=O)=O)C1=C(C=CC=C1)O 5-(3-(4-(4-(3-amino-6-(2-hydroxyphenyl)pyridazin-4-yl)phenyl)piperidin-1-yl)azetidin-1-yl)-2-(2,6-dioxopiperidin-3-yl)-6-fluoroisoindoline-1,3-dione